Cl.N[C@@H](C(=O)N)C (R)-2-aminopropionamide hydrochloride